N1=CN=CC2=C1C=NC=N2 Pyrimido-pyrimidine